CC1(OC[C@H](O1)CN1N=C(C(=C1)N)C)C 1-[[(4R)-2,2-dimethyl-1,3-dioxolan-4-yl]methyl]-3-methyl-pyrazol-4-amine